2-fluoropyrid-3-yl-boronic acid FC1=NC=CC=C1B(O)O